C(#N)C1=CC(=C(C=C1)COC1=CC=CC(=N1)C1CCN(CC1)CC=1N(C2=C(N1)C=CC(=C2)C(=O)OC)C)F methyl 2-{[4-[6-[(4-cyano-2-fluoro-phenyl)methoxy]-2-pyridyl]-1-piperidyl]methyl}-3-methyl-benzimidazole-5-carboxylate